C(#N)C(C)C=1NC=CN1 1-cyanoethyl-Imidazole